N-([3,3'-bipyridyl]-6-yl)-1-cyanopyrrolidine-3-carboxamide N1=CC(=CC=C1NC(=O)C1CN(CC1)C#N)C=1C=NC=CC1